2-carbamoyl-4-((2R,3R,4R,5R)-3-(3,4-difluoro-2-methoxyphenyl)-4,5-dimethyl-5-(trifluoromethyl)tetrahydrofuran-2-carboxamido)pyridine 1-oxide C(N)(=O)C1=[N+](C=CC(=C1)NC(=O)[C@@H]1O[C@]([C@@H]([C@@H]1C1=C(C(=C(C=C1)F)F)OC)C)(C(F)(F)F)C)[O-]